1-[2,4-dihydroxy-3-(2-hydroxyethyl)-6-methoxyphenyl]-1-butanone OC1=C(C(=CC(=C1CCO)O)OC)C(CCC)=O